bromotrichloropropane BrC(C(Cl)(Cl)Cl)C